C(C(CCC)CCC)(=O)OCC(C)(C)C neo-pentyl valproate